6-[(2-amino-4-pyridyl)oxy]-3-[(3-chlorophenyl)methyl]quinazolin-4-one NC1=NC=CC(=C1)OC=1C=C2C(N(C=NC2=CC1)CC1=CC(=CC=C1)Cl)=O